2-(2-chlorobenzoylamino)-3-(1,2-dihydro-2-oxo-4-quinolinyl)propionic acid ClC1=C(C(=O)NC(C(=O)O)CC2=CC(NC3=CC=CC=C23)=O)C=CC=C1